NC(C[C@H]1C(N2C(N(O1)C(=O)OCC1=CC=CC3=CC=CC=C13)CN(C([C@@H]2CCCC)=O)CC2CCCCC2)=O)=O (3S,6S)-naphthalen-1-ylmethyl 3-(2-amino-2-oxoethyl)-6-butyl-8-(cyclohexylmethyl)-4,7-dioxohexahydropyrazino[2,1-c][1,2,4]oxadiazine-1(6H)-carboxylate